ClC/C=C/C(=O)NC1=C(C=C(C=C1)C(=O)C1=CC=C2C(=CC=CN12)C1=CC2=C(N(C=N2)C)C=C1C(F)(F)F)F (2E)-4-chloro-N-(2-fluoro-4-{8-[1-methyl-6-(trifluoromethyl)-1H-1,3-benzodiazol-5-yl]indolizin-3-carbonyl}phenyl)but-2-enamide